2-{[(1S)-1-{4-[(3,3-difluoropiperidin-1-yl)methyl]phenyl}ethyl]amino}-8-(2,2-dimethylpropyl)-5-methylpyrido[2,3-d]pyrimidin-7(8H)-one FC1(CN(CCC1)CC1=CC=C(C=C1)[C@H](C)NC=1N=CC2=C(N1)N(C(C=C2C)=O)CC(C)(C)C)F